3-ethynyl-6,6-dimethyl-8-(4-(4-methylpiperazin-1-yl)piperidin-1-yl)-11-oxo-6,11-dihydro-5H-Benzo[b]carbazole-9-carbonitrile C(#C)C1=CC=C2C=3C(C4=C(C(C3NC2=C1)(C)C)C=C(C(=C4)C#N)N4CCC(CC4)N4CCN(CC4)C)=O